methyl 1-(5-chloro-7-fluoro-6-(3-hydroxy-1-naphthalenyl)-2,1-benzothiazol-3-yl)-4-(2-propenoyl)-2-piperazinecarboxylate ClC=1C(=C(C=2C(=C(SN2)N2C(CN(CC2)C(C=C)=O)C(=O)OC)C1)F)C1=CC(=CC2=CC=CC=C12)O